(Hexahydropyrrolo[1,2-a]pyrazin-2(1H)-yl)-N-iso-pentyl-1H-benzo[d]imidazole-1-carboxamide C1C2N(CCN1C1=NC3=C(N1C(=O)NCCC(C)C)C=CC=C3)CCC2